5-methyl-4,5-dihydro-1,2-oxazole CC1CC=NO1